4-((3aR,6aS)-5-(4-(2-(2-Aminopyridin-3-yl)-5-phenyl-3H-imidazo[4,5-b]pyridin-3-yl)benzyl)hexahydropyrrolo[3,4-c]pyrrol-2(1H)-yl)-2-hydroxybenzaldehyde NC1=NC=CC=C1C1=NC=2C(=NC(=CC2)C2=CC=CC=C2)N1C1=CC=C(CN2C[C@@H]3[C@H](C2)CN(C3)C3=CC(=C(C=O)C=C3)O)C=C1